2-[6-(5,6-dihydro-2H-pyrazolo[4,3-b][1,4]oxazin-7-yl)pyridazin-3-yl]-3-methyl-5-(trifluoromethyl)phenol N=1NC=C2OCCN(C21)C2=CC=C(N=N2)C2=C(C=C(C=C2C)C(F)(F)F)O